dimethyl (2S,4R)-4-((2-(aminomethyl)pyridin-3-yl)oxy)pyrrolidine-2,4-dicarboxylate NCC1=NC=CC=C1O[C@@]1(C[C@H](NC1)C(=O)OC)C(=O)OC